[Ga].[Al] aluminum gallium salt